C(CCCC)N(C1=CC=C(C=N1)NC=1C=CC(=NC1)N(CCCCC)CCCCC)CCCCC N5-[6-(dipentylamino)-3-pyridinyl]-N2,N2-dipentyl-2,5-Pyridinediamine